4-[4-methoxy-3-(trifluoromethyl)phenyl]sulfonylmorpholin COC1=C(C=C(C=C1)S(=O)(=O)N1CCOCC1)C(F)(F)F